octenedioate C(C=CCCCCC(=O)[O-])(=O)[O-]